(S)-1-(1-(3-([1,1'-biphenyl]-2-ylethynyl)-1H-indazole-5-carbonyl)pyrrolidin-3-yl)-3-phenylurea C1(=C(C=CC=C1)C#CC1=NNC2=CC=C(C=C12)C(=O)N1C[C@H](CC1)NC(=O)NC1=CC=CC=C1)C1=CC=CC=C1